F[C@@H]1C[C@H](N(C1)C)[C@H](C)OC1=CC(=NC(=N1)C1=NOC(=N1)C(C)(C)C1=C(C=CC=C1)F)O[C@@H]1C[C@H](NCC1)CC#N 2-[(2R,4S)-4-({6-[(1S)-1-[(2S,4R)-4-Fluoro-1-methylpyrrolidin-2-yl]ethoxy]-2-{5-[2-(2-fluorophenyl)propan-2-yl]-1,2,4-oxadiazol-3-yl}pyrimidin-4-yl}oxy)piperidin-2-yl]-acetonitrile